(S)-8-(ethylamino)-4-(2-fluoro-4-(1-(3-fluorophenyl)-3-(methylamino)propoxy)benzyl)-1-methyl-1,2,3,4-tetrahydro-5H-pyrido[2,3-e][1,4]diazepin-5-one C(C)NC=1C=CC2=C(N(CCN(C2=O)CC2=C(C=C(C=C2)O[C@@H](CCNC)C2=CC(=CC=C2)F)F)C)N1